methyl 4-(2-(2-aminopyridin-3-yl)-3H-imidazo[4,5-b]pyridin-3-yl)benzoate NC1=NC=CC=C1C1=NC=2C(=NC=CC2)N1C1=CC=C(C(=O)OC)C=C1